C(#N)C=1C(=NC=2CNCCC2C1C1=C(C=CC=C1)F)N1CC2(CN(C2)C(=O)OC(C)(C)C)CC1 tert-Butyl 6-(3-cyano-4-(2-fluorophenyl)-5,6,7,8-tetrahydro-1,7-naphthyridin-2-yl)-2,6-diazaspiro[3.4]octane-2-carboxylate